CC(C#N)C(C1=CC=CC=C1)C1=CC=CC=C1 2-methyl-3,3-diphenylpropanenitrile